N-(2,6-difluoro-3-(5-(2-methyl-pyrimidin-5-yl)-1H-pyrrolo[2,3-b]pyridine-3-carbonyl)phenyl)-3,3,3-trifluoro-propane-1-sulfonamide FC1=C(C(=CC=C1C(=O)C1=CNC2=NC=C(C=C21)C=2C=NC(=NC2)C)F)NS(=O)(=O)CCC(F)(F)F